2-BUTOXY-4-CHLOROPHENYLBORONIC ACID C(CCC)OC1=C(C=CC(=C1)Cl)B(O)O